FC1=CC=C(C=C1)C(N1C[C@@H](N(C[C@@H]1C)C1=CC(N(C=2C=CC(=NC12)C#N)C)=O)C)C1=CC=NS1 |&1:13| 8-[(2S,SR)-4-[(4-fluorophenyl)(1,2-thiazol-5-yl)methyl]-2,5-dimethylpiperazin-1-yl]-5-methyl-6-oxo-5,6-dihydro-1,5-naphthyridine-2-carbonitrile